2-trimethylsilyloxySpiro[3.3]Heptane-2-carbonitrile C[Si](OC1(CC2(C1)CCC2)C#N)(C)C